2-[[5-(2-Bromo-4-nitrophenyl)-2-furanyl]methylene]-1H-indene-1,3(2H)-dione BrC1=C(C=CC(=C1)[N+](=O)[O-])C1=CC=C(O1)C=C1C(C2=CC=CC=C2C1=O)=O